1-(3-bromophenyl)-1H-pyrrole-2,5-dione BrC=1C=C(C=CC1)N1C(C=CC1=O)=O